1-(5-bromo-1H-indol-3-yl)-N,N-DIMETHYLMETHANAMINE BrC=1C=C2C(=CNC2=CC1)CN(C)C